diisooctyl-α-(3,5-di-tert-butyl-4-hydroxy-benzyl)glutarate C(CCCCC(C)C)OC(C(CCC(=O)OCCCCCC(C)C)CC1=CC(=C(C(=C1)C(C)(C)C)O)C(C)(C)C)=O